C(#N)C=1SC2=C(N1)C=CC(=C2)OCC2=CC=C(OCC1CN3C(C(C3SC13CC3)NC(CC3=CC=CC=C3)=O)=O)C=C2 4-((4-(((2-cyanobenzo[d]thiazol-6-yl)oxy)methyl)phenoxy)methyl)-7-oxo-8-(2-phenylacetamido)-2-thia-6-azaspiro[bicyclo[4.2.0]octane-3,1'-cyclopropan]